2,2-bis[4-{4-amino-2-(trifluoromethoxyl)phenoxy}phenyl]hexafluoropropane NC1=CC(=C(OC2=CC=C(C=C2)C(C(F)(F)F)(C(F)(F)F)C2=CC=C(C=C2)OC2=C(C=C(C=C2)N)OC(F)(F)F)C=C1)OC(F)(F)F